CC1=C(CN2C=NC3=C2C=CC=C3)C(=CC(=C1)C)C N-(2,4,6-trimethylbenzyl)benzimidazole